[La].[W] Tungsten Lanthanum